γ-glycidoxybutyl-tripropoxysilane C(C1CO1)OC(CC[Si](OCCC)(OCCC)OCCC)C